C(#N)[C@H]1N(CCC1)C(CN1C[C@H](CC1)NC(=O)C1=COC2=C1C=CC=C2OC)=O N-((S)-1-(2-((S)-2-cyanopyrrolidin-1-yl)-2-oxoethyl)pyrrolidin-3-yl)-7-methoxybenzofuran-3-carboxamide